C(C)OC(CC(C1CCCC1)N1N=CC(=C1)I)=O 3-(4-iodo-1H-pyrazol-1-yl)-3-cyclopentylpropionic acid ethyl ester